Tert-butyl (1-(6-bromopyridin-2-yl)ethyl)(methyl)carbamate BrC1=CC=CC(=N1)C(C)N(C(OC(C)(C)C)=O)C